C[SiH](OC(CO[SiH3])(O[SiH](C)C)O[SiH](C)C)C tris(dimethylsiloxy)ethoxysilane